Octacen C1=CC=CC2=CC3=CC4=CC5=CC6=CC7=CC8=CC=CC=C8C=C7C=C6C=C5C=C4C=C3C=C12